benzyl (3R)-1-[(1R)-1-(4-methoxyphenyl)ethyl]-5-oxo-pyrrolidine-3-carboxylate COC1=CC=C(C=C1)[C@@H](C)N1C[C@@H](CC1=O)C(=O)OCC1=CC=CC=C1